FC1=CC=C2C(CNCC2=C1F)N 7,8-difluoro-1,2,3,4-tetrahydroisoquinolin-4-amine